C(C(C)C)(=O)OOC(C)(C)C tertiary-butyl peroxyisobutyrate